[(2S)-2-cyclopropyl-3-(4-fluorophenyl)-2-methylpropyl]-5-fluoro-4-methoxypyrimidine-2-carboxamide C1(CC1)[C@](CC1=C(C(=NC(=N1)C(=O)N)OC)F)(CC1=CC=C(C=C1)F)C